C(C)(C)C1=C(NC2=CC=C(C=C12)C1CCNCC1)C=1C=C(C=2N(C1)C=CN2)C 6-(3-isopropyl-5-(piperidin-4-yl)-1H-indol-2-yl)-8-methylimidazo[1,2-a]pyridine